ClS(=O)(=O)C=1C=CC(=C(C1)S(=O)(=O)[O-])C1=C2C=C3C=4C(=C2OC2=C5CCCN6C5=C(C=C21)CCC6)CCC[N+]4CCC3 5-(chlorosulfonyl)-2-(2,3,6,7,12,13,16,17-octahydro-1H,5H,11H,15H-pyrido[3,2,1-ij]quinolizino[1',9':6,7,8]chromeno[2,3-f]quinolin-4-ium-9-yl)benzenesulfonate